4,5-bis(benzyloxy)-2-fluorocyclohexan-1-ol C(C1=CC=CC=C1)OC1CC(C(CC1OCC1=CC=CC=C1)O)F